2,5-dimethoxybenzenesulfonic acid COC1=C(C=C(C=C1)OC)S(=O)(=O)O